C(C=C)NCCCN N-allyl-1,3-propanediamine